(1R,3S)-(+)-Camphorate C([C@@]1(C)C(C)(C)[C@@H](C(=O)[O-])CC1)(=O)[O-]